OC(CCC)C1=CC(=C(C=N1)C=1C(N(C2=CC(=NC=C2C1)NC(C)=O)C)=O)C N-(3-{6-[1-hydroxybutyl]-4-methylpyridin-3-yl}-1-methyl-2-oxo-1,6-naphthyridin-7-yl)acetamide